Cl.COC[C@H]1N(CCNC1)C (S)-2-(methoxymethyl)-1-methylpiperazine hydrochloride